N1=CC=CC2=CC=CC(=C12)CN([C@@H](C(C)C)C(=O)O)C(=O)C=1C=CC2=C(B(OC2)O)C1C.C[C@]12CC3(CC(C[C@@](C1)(C3)C)C2)NC(CC2CCNCC2)=O N-((1r,3R,5S,7r)-3,5-dimethyladamantan-1-yl)-2-(piperidin-4-yl)acetamide quinolin-8-ylmethyl-(1-hydroxy-7-methyl-1,3-dihydrobenzo[c][1,2]oxaborole-6-carbonyl)-L-valinate